(S or R)-2-(4-fluoro-3-(2-(((R)-((R)-7-fluoro-1,2,3,4-tetrahydropyrido[2,3-b]pyrazin-3-yl)(phenyl)methyl)amino)ethyl)phenyl)propanoic acid FC1=C(C=C(C=C1)[C@@H](C(=O)O)C)CCN[C@H](C1=CC=CC=C1)[C@H]1CNC2=C(N1)N=CC(=C2)F |o1:7|